(2S,4S)-N-(1-(5-(3-((5-cyano-4-(4-fluorophenyl)thiazol-2-yl)(methyl)amino)-2-ethylimidazo[1,2-a]pyridin-6-yl)pyrimidin-2-yl)azetidin-3-yl)-4-hydroxypyrrolidine-2-carboxamide C(#N)C1=C(N=C(S1)N(C1=C(N=C2N1C=C(C=C2)C=2C=NC(=NC2)N2CC(C2)NC(=O)[C@H]2NC[C@H](C2)O)CC)C)C2=CC=C(C=C2)F